NC1=NC(=C(C=C1C=1C=C2CCN=CC2=CC1F)C1=CC(=C(C=C1)N1CCOCC1)CN1CCOCC1)F 6-(2-amino-6-fluoro-5-(4-morpholino-3-(morpholinomethyl)phenyl)pyridin-3-yl)-7-fluoro-3,4-dihydroisoquinolin